N-cyclopropyl-3-[[5-[5-(trifluoromethyl)-1,2,4-oxadiazol-3-yl]-2-thienyl]methyl]imidazole-4-carboxamide C1(CC1)NC(=O)C=1N(C=NC1)CC=1SC(=CC1)C1=NOC(=N1)C(F)(F)F